difluoro-5-(hydroxymethyl)oxolan FC1(OC(CC1)CO)F